ClC1=CC=C(C=C1)CNC(=O)NC1=CC=C(C=C1)CC(=O)NCCC1=NC(=NO1)C 2-[4-({N-[(4-chlorophenyl)methyl]carbamoyl}amino)phenyl]-N-[2-(3-methyl(1,2,4-oxadiazol-5-yl))ethyl]acetamide